C(C)(C)(C)[Si](C1=CC=CC=C1)(C1=CC=CC=C1)OC[C@H]1[C@@H](C1)[C@@H](CC=C)OC tert-butyl-(((1R,2R)-2-((R)-1-methoxybut-3-en-1-yl)cyclopropyl)methoxy)diphenylsilane